[NH4+].C(C(=O)O)(=O)O oxalic acid ammonium